7-cyclobutyl-N-(1,1-dioxido-2,3-dihydrothiophen-3-yl)-4-methyl-2-oxo-1,2-dihydroquinoline-3-carboxamide C1(CCC1)C1=CC=C2C(=C(C(NC2=C1)=O)C(=O)NC1CS(C=C1)(=O)=O)C